2-amino-1-(6-fluoro-5-methyl-1H-indazol-4-yl)-5,6-dimethyl-1H-pyrrolo[2,3-b]pyridine-3-carboxamide NC1=C(C=2C(=NC(=C(C2)C)C)N1C1=C2C=NNC2=CC(=C1C)F)C(=O)N